ClC1=CC2=CC=CC=C2C=C1 2-Chloronaphthalin